ClC=1C=C(CN(S(=O)(=O)C2=CC=C(C=C2)NC(=O)NCC2=CC=NC=C2)CC2=CC=C(C=C2)F)C=CC1 N-(3-chlorobenzyl)-N-(4-fluorobenzyl)-4-(3-(pyridin-4-ylmethyl)ureido)benzenesulfonamide